4-Iodo-acetamidophenylboronic acid IC1=CC(=C(C=C1)B(O)O)NC(C)=O